C(C)(C)(C)OC(=O)N1CCC(C1)=C(F)F 4-(difluoro-methylene)pyrrolidine-1-carboxylic acid tert-butyl ester